CCOC1=CC2=C(C=C1)C=CC(=O)O2 The molecule is a member of the class of coumarins that is umbelliferone in which the hydroxy group at position 7 is replaced by an ethoxy group. It is an aromatic ether and a member of coumarins. It derives from an umbelliferone.